C(C)N1C(C(=CC2=C1N=C(N=C2)N[C@@H]2CNC[C@H](C2)F)C2=CC(=NN2C)NS(=O)(=O)CC2=CC=CC=C2)=O N-(5-(8-ethyl-2-(((3S,5S)-5-fluoropiperidin-3-yl)amino)-7-oxo-7,8-dihydropyrido[2,3-d]pyrimidin-6-yl)-1-methyl-1H-pyrazol-3-yl)-1-phenylmethanesulfonamide